C1(CC1)C1=CC=C(C=N1)C=1N=C2N(C(C1C)=O)C=C(C=C2[C@H](C)NC2=C(C(=O)OC(C)(C)C)C=CC=C2)C tert-butyl (S)-2-((1-(2-(6-cyclopropylpyridin-3-yl)-3,7-dimethyl-4-oxo-4H-pyrido[1,2-a]pyrimidin-9-yl)ethyl)amino)benzoate